2-(4-cyanobenzamido)benzo[d]thiazole-6-carboxylic acid C(#N)C1=CC=C(C(=O)NC=2SC3=C(N2)C=CC(=C3)C(=O)O)C=C1